2-chloro-N-((3S,4S)-1-(5-(6-ethoxy-1H-pyrazolo[3',4':3,4]pyrazolo[1,5-a]pyridin-4-yl)pyridin-2-yl)-3-hydroxypiperidin-4-yl)-6-fluorobenzamide ClC1=C(C(=O)N[C@@H]2[C@H](CN(CC2)C2=NC=C(C=C2)C=2C=3N(C=C(C2)OCC)N=C2C3C=NN2)O)C(=CC=C1)F